Undec-2-ene CC=CCCCCCCCC